ClC1=C(C=CC=C1)N1C(N=C(C2=C(C=C(C=C12)C1CC1)OC)NC)=O 1-(2-Chlorophenyl)-7-cyclopropyl-5-methoxy-4-(methylamino)quinazolin-2(1H)-one